N-((1R,2R,4S)-7-cyano-7-azabicyclo[2.2.1]heptan-2-yl)-1-(6-ethyl-2-pyridinyl)-1H-indazole-5-carboxamide C(#N)N1[C@H]2[C@@H](C[C@@H]1CC2)NC(=O)C=2C=C1C=NN(C1=CC2)C2=NC(=CC=C2)CC